6-[(2S)-2-aminopropyl]-2-chloro-N-[(4-fluoro-1,3-thiazol-2-yl)methyl]-7-methylthieno[3,2-d]pyrimidin-4-amine dihydrochloride Cl.Cl.N[C@H](CC1=C(C=2N=C(N=C(C2S1)NCC=1SC=C(N1)F)Cl)C)C